3-(Chloromethyl)-2-(difluoromethyl)-5-(3-(difluoromethyl)-4-fluorophenyl)pyridine hydrochloride Cl.ClCC=1C(=NC=C(C1)C1=CC(=C(C=C1)F)C(F)F)C(F)F